ClC=1C(=NC(=NC1)N[C@@H]1CC[C@H](CC1)CNS(=O)=O)NC1=C(C=CC=C1)S(=O)(=O)C(C)C N-(trans-4-((5-chloro-4-((2-(isopropylsulfonyl)phenyl)amino)pyrimidin-2-yl)amino)cyclohexyl)methylsulfonamide